FC(F)(F)CC(=O)O trifluoromethyl-acetic acid